(E)-2-hydroxy-3-((2-(4-(5-(methylamino)pyrazin-2-yl)but-1-en-3-yn-1-yl)benzo[d]thiazol-6-yl)amino)propyl 4-methylbenzenesulfonate CC1=CC=C(C=C1)S(=O)(=O)OCC(CNC1=CC2=C(N=C(S2)\C=C\C#CC2=NC=C(N=C2)NC)C=C1)O